FC=1C=C(C=CC1N1N=CN=C1)C=CC(=O)C1=CC=C(OCCCC(=O)O)C=C1 4-(4-3-[3-Fluoro-4-(1H-1,2,4-triazol-1-yl)phenyl]prop-2-enoylphenoxy)butanoic acid